6,12-dibromo-2-(5-bromopentyl)-9-oxa-2,4,14-triazatricyclo[8.4.0.0^{3,8}]tetradeca-1(10),3(8),4,6,11,13-hexaene BrC=1C=NC=2N(C=3N=CC(=CC3OC2C1)Br)CCCCCBr